1-(((3-butyl-5-(4-fluorophenyl)-7-(methylthio)-1,1-dioxido-2,3,4,5-tetrahydro-1,5-benzothiazepin-8-yl)oxy)methyl)cyclopropane-1-carboxylic acid C(CCC)C1CS(C2=C(N(C1)C1=CC=C(C=C1)F)C=C(C(=C2)OCC2(CC2)C(=O)O)SC)(=O)=O